O=C1NC(CCC1N1C(N(C2=C1C=CC=C2C2CCN(CC2)CC2CCN(CC2)C(=O)OC(C)(C)C)C)=O)=O Tert-butyl 4-({4-[1-(2,6-dioxopiperidin-3-yl)-3-methyl-2-oxo-1,3-benzodiazol-4-yl]piperidin-1-yl}methyl)piperidine-1-carboxylate